S1C(=NC2=C1C=CC=C2)NC2=C(C=C(N=N2)N(C=2SC(=C(N2)C(=O)O)CCCOC2=C(C=C(C=C2)CCCN(C)C)F)C)C 2-[[6-(1,3-benzothiazol-2-ylamino)-5-methyl-pyridazin-3-yl]-methyl-amino]-5-[3-[4-[3-(dimethylamino)propyl]-2-fluoro-phenoxy]propyl]thiazole-4-carboxylic acid